CN([C@H](CCNC(=O)N[C@@H]1CC2=CC=CC=C2CC1)C1=CSC=C1)C 1-((R)-3-(dimethylamino)-3-(thiophen-3-yl)propyl)-3-((S)-1,2,3,4-tetrahydronaphthalen-2-yl)urea